2-(β-naphthoylmethylene)-3-methylbenzoxazoline C1=C(C=CC2=CC=CC=C12)C(=O)C=C1OC2=C(N1C)C=CC=C2